C(C)N1C=C(C(C2=CC(=C(C=C12)N1CCN(CC1)CCOC1=CC=C(C=C1)[C@H](CN(C(C)=O)C)O)F)=O)C(=O)O (R)-1-Ethyl-6-fluoro-7-(4-(2-(4-(1-hydroxy-2-(N-methylacetamido)ethyl)phenoxy)ethyl)piperazin-1-yl)-4-oxo-1,4-dihydroquinoline-3-carboxylic acid